BrC1=CC(=C(C(=C1)F)/C=C/C(=O)O)F (E)-3-(4-bromo-2,6-difluoro-phenyl)-acrylic acid